N-(2-fluoro-2-methylpropyl)-5-(2-(((1-methylcyclopropyl)methyl)amino)-7H-pyrrolo[2,3-d]pyrimidin-5-yl)pyrazolo[1,5-a]pyridine-3-carboxamide FC(CNC(=O)C=1C=NN2C1C=C(C=C2)C2=CNC=1N=C(N=CC12)NCC1(CC1)C)(C)C